FC(C=1C=C(C=CC1)N1S(C2=C(C1)C(=CC=C2)F)(=O)=O)(F)F N-(3-trifluoromethyl-phenyl)-4-fluorobenzo[d]isothiazole-1,1-dioxide